N-[[6-[(2-Chlorophenyl)methoxy]-2-pyridyl]sulfonyl]-2-(2,2,4-trimethylpyrrolidin-1-yl)pyridin-3-carboxamid ClC1=C(C=CC=C1)COC1=CC=CC(=N1)S(=O)(=O)NC(=O)C=1C(=NC=CC1)N1C(CC(C1)C)(C)C